methyl 2-[[2-[4-(hydroxymethyl)cyclohexyl]-6-[[6-(trifluoromethyl)pyridine-2-carbonyl]amino]-1,3-benzoxazol-5-yl]oxy]acetate OCC1CCC(CC1)C=1OC2=C(N1)C=C(C(=C2)NC(=O)C2=NC(=CC=C2)C(F)(F)F)OCC(=O)OC